C(C)OC(=O)C=1N=NN(C1C(F)(F)F)C1=CC(=C(C(=C1)F)COC1=CC=C(C=C1)OS(=O)(=O)F)F.C(C(=C)C)(=O)OCCC[Si](OC)(OC)C (3-methacryloxy)propylmethyl-dimethoxysilane ethyl-1-(3,5-difluoro-4-((4-((fluorosulfonyl)oxy)phenoxy)methyl)phenyl)-5-(trifluoromethyl)-1H-1,2,3-triazole-4-carboxylate